C(C1=CC=CC=C1)SC1=CC=C(C=C1)CCCO 3-[4-(benzylthio)phenyl]propan-1-ol